(2R)-N-(4-tert-butylphenyl)-N-[2-oxo-2-(3-oxopiperazin-1-yl)-1-(3-pyridyl)ethyl]pyrrolidine-2-carboxamide C(C)(C)(C)C1=CC=C(C=C1)N(C(=O)[C@@H]1NCCC1)C(C(N1CC(NCC1)=O)=O)C=1C=NC=CC1